2-Bromo-4-methoxy-6-methyl-3-nitropyridine BrC1=NC(=CC(=C1[N+](=O)[O-])OC)C